COC1=CC=C(CC2=C(C=CC=3C4=CC=CC=C4C(C23)O)C)C=C1 (4-methoxybenzyl)-2-methyl-9H-fluoren-9-ol